C(C)(C)(C)OC(NC1(COCC1O)C1=C(C=C(C=C1)C(F)(F)F)F)=O [3-(2-fluoro-4-trifluoromethylphenyl)-4-hydroxy-tetrahydro-furan-3-yl]-carbamic acid tert-butyl ester